(2R)-2-((1R,3aS,7aR,E)-4-(2-((3R,5R)-3,5-bis((t-butyldimethylsilyl)oxy)cyclohexylidene)ethylidene)-7a-methyloctahydro-1H-inden-1-yl)propan-1-ol [Si](C)(C)(C(C)(C)C)O[C@@H]1CC(C[C@H](C1)O[Si](C)(C)C(C)(C)C)=C\C=C/1\[C@@H]2CC[C@@H]([C@]2(CCC1)C)[C@H](CO)C